di-p-methoxyphenylamine COC1=CC=C(C=C1)NC2=CC=C(C=C2)OC